N-(6-((8-chloro-1,5-dioxo-1,5-dihydro-2H-spiro[imidazo[1,5-a]pyridin-3,4'-piperidin]-6-yl)amino)pyrimidin-4-yl)cyclopropanecarboxamide ClC1=C2N(C(C(=C1)NC1=CC(=NC=N1)NC(=O)C1CC1)=O)C1(CCNCC1)NC2=O